FC1=C(NCC#N)C=CC=C1 2-(2-fluoroanilino)acetonitrile